FC1(CC(C1)OC1CN(C1)[C@H]1[C@@H](CCCC1)OC=1C=C2CN(C(C2=CC1)=O)C1C(NC(CC1)=O)=O)F 3-(5-(((1R,2R)-2-(3-(3,3-difluorocyclobutoxy)azetidin-1-yl)cyclohexyl)oxy)-1-oxoisoindolin-2-yl)piperidine-2,6-dione